methyl 3-[[1-(1-tert-butoxycarbonyl-4-piperidyl)-5-methyl-pyrazol-4-yl]amino]-6-chloro-5-cyclopropyl-pyrazine-2-carboxylate C(C)(C)(C)OC(=O)N1CCC(CC1)N1N=CC(=C1C)NC=1C(=NC(=C(N1)C1CC1)Cl)C(=O)OC